(3-((methylamino)methyl)oxetan-3-yl)methanol CNCC1(COC1)CO